N-(1H-benzo[d]imidazol-2-yl)-2-(1-(4-chlorobenzoyl)-5-methoxy-2-methyl-1H-indol-3-yl)acetamide N1C(=NC2=C1C=CC=C2)NC(CC2=C(N(C1=CC=C(C=C21)OC)C(C2=CC=C(C=C2)Cl)=O)C)=O